COC1=CC=C(CN2C(=NC3=C(C2=O)C=[N+](C(=C3)C)[O-])C)C=C1 3-(4-methoxybenzyl)-2,7-dimethyl-4-oxo-3,4-dihydropyrido[4,3-d]pyrimidine 6-oxide